NC=1SC=C(N1)/C(/C(=O)O)=N/OC 2-(2-amino-4-thiazolyl)-2-(Z)-methoxyiminoacetic acid